trifluoromethanesulfonic acid [6-[2,3-difluoro-4-[4-(4-propylcyclohexyl) cyclohexyl] phenyl]-2-fluoro-3-(trifluoromethoxy) phenyl] ester FC1=C(C=CC(=C1F)C1CCC(CC1)C1CCC(CC1)CCC)C1=CC=C(C(=C1OS(=O)(=O)C(F)(F)F)F)OC(F)(F)F